C(C)(C)(C)OC(=O)NC1(CN(CCC1)C1=CN=C(C=C1C(=O)OC)C1=CC(=C(C=C1)F)F)CC(F)F methyl 5-(3-((tert-butoxycarbonyl)amino)-3-(2,2-difluoroethyl)piperidin-1-yl)-2-(3,4-difluorophenyl)isonicotinate